3-(1-oxo-4-((3-((spiro[3.3]heptan-2-ylamino)methyl)benzyl)thio)isoindolin-2-yl)piperidine-2,6-dione O=C1N(CC2=C(C=CC=C12)SCC1=CC(=CC=C1)CNC1CC2(C1)CCC2)C2C(NC(CC2)=O)=O